(Naphthalen-2-yl)-4-oxo-4-phenylbutyronitrile C1=C(C=CC2=CC=CC=C12)C(C#N)CC(C1=CC=CC=C1)=O